5-(pyridin-3-ylamino)pyridin-2(1H)-one N1=CC(=CC=C1)NC=1C=CC(NC1)=O